3-benzyl-8-(4-bromo-3-(trifluoromethyl)benzoyl)-4-(4-(1-(4-methoxybenzyl)-4-methyl-1H-1,2,3-triazol-5-yl)phenyl)-6,7,8,9-tetrahydropyrazolo[1,5-a]pyrido[4,3-e]pyrimidin-5(4H)-one C(C1=CC=CC=C1)C=1C=NN2C1N(C(C1=C2CN(CC1)C(C1=CC(=C(C=C1)Br)C(F)(F)F)=O)=O)C1=CC=C(C=C1)C1=C(N=NN1CC1=CC=C(C=C1)OC)C